difluorocarbonAt C(=O)(F)F